OC([C@@H](N)C(=O)O)(C)C 3-hydroxy-D-valine